m-aminomethylbenzoic acid NCC=1C=C(C(=O)O)C=CC1